O1CCCC2=C1C=CC(=C2)C2C(C(NCC2)C)COC2=CC=C1CNC(C1=C2)=O (+/-)-6-{[(trans,trans)-4-(3,4-dihydro-2H-1-benzopyran-6-yl)-2-methylpiperidin-3-yl]methoxy}-2,3-dihydro-1H-isoindol-1-one